1-(2-(2,2-dimethylpyrrolidin-1-yl)ethyl)-3-(6-methyl-5-nitropyridin-3-yl)urea CC1(N(CCC1)CCNC(=O)NC=1C=NC(=C(C1)[N+](=O)[O-])C)C